N-(tert-butyl)-2-(methylamino)acetamide CC(C)(C)NC(=O)CNC